tert-butyl 3-(3-amino-1-methyl-1H-indazol-5-yl)benzylcarbamate NC1=NN(C2=CC=C(C=C12)C=1C=C(CNC(OC(C)(C)C)=O)C=CC1)C